Hydroxy(1-methyl-5-nitro-1H-imidazol-2-yl)methanesulfinic acid OC(S(=O)O)C=1N(C(=CN1)[N+](=O)[O-])C